5-chloro-2-(4,4-difluoroazepan-1-yl)-6-(difluoromethyl)-N-(4-fluoro-3-(N'-hydroxycarbamimidoyl)phenyl)nicotinamide ClC=1C(=NC(=C(C(=O)NC2=CC(=C(C=C2)F)C(N)=NO)C1)N1CCC(CCC1)(F)F)C(F)F